(R)-2-(3-(methoxymethyl)bicyclo[1.1.1]pentane-1-yl)-3-oxohexahydroimidazo[1,5-a]pyrazine-7(1H)-carboxylate COCC12CC(C1)(C2)N2C(N1[C@@H](CN(CC1)C(=O)[O-])C2)=O